(3R,4R)-3-(tert-butyldimethylsilyloxy)-1-(5-(trifluoromethyl)pyrimidin-2-yl)piperidin-4-amine [Si](C)(C)(C(C)(C)C)O[C@@H]1CN(CC[C@H]1N)C1=NC=C(C=N1)C(F)(F)F